(trifluoromethylsulfonyl)(difluoromethylsulfonyl)lithium FC(S(=O)(=O)C(S(=O)(=O)[Li])(F)F)(F)F